5-oxopent-2-enenitrile O=CCC=CC#N